tert-butyl (((tert-butoxycarbonyl)amino)(1H-pyrazol-1-yl)methylene)carbamate C(C)(C)(C)OC(=O)NC(N1N=CC=C1)=NC(OC(C)(C)C)=O